FC(C(=O)O)(OC1(OC(OC1(OC(F)(F)F)F)(F)F)F)F Perfluoro([5-methoxy-1,3-dioxolan-4-yl]oxy)acetic acid